O1C2=C(NCC1)C=NC(=C2)CCNC(=O)C=2N=NNC2 N-((3,4-dihydro-2H-pyrido[4,3-b][1,4]oxazin-7-yl)ethyl)-1H-1,2,3-triazole-4-carboxamide